3-methyl-12-{5-[(2-octyl-1-oxodecyl) oxy] pentyl}-10-oxo-3,9-diaza-6,11-dioxaheptadec-17-yl 2-octyldecanoate C(CCCCCCC)C(C(=O)OCCCCCC(OC(NCCOCCN(CC)C)=O)CCCCCOC(C(CCCCCCCC)CCCCCCCC)=O)CCCCCCCC